N\C(=C(/C(=O)OCC)\C#N)\C1=CC=CC=C1 Ethyl (2Z)-3-amino-2-cyano-3-phenylpropan-2-enoate